4,4'-((4-((2-acetamidoethyl)carbamoyl)pyridine-2,6-diyl)bis(1H-1,2,3-triazole-4,1-diyl))bis(2-hydroxybenzoic acid) C(C)(=O)NCCNC(=O)C1=CC(=NC(=C1)C=1N=NN(C1)C1=CC(=C(C(=O)O)C=C1)O)C=1N=NN(C1)C1=CC(=C(C(=O)O)C=C1)O